FC=1C=C(C=C(C1)C(F)(F)F)NC(=O)[N-]C1=C[N+](=NO1)C(CC1=CC=CC=C1)C ((3-fluoro-5-(trifluoromethyl)phenyl)carbamoyl)(3-(1-phenylpropan-2-yl)-1,2,3-oxadiazol-3-ium-5-yl)amide